C(C)(C)(C)OC(=O)NCCC=1C=C(C=CC1)C1=NC=2N(C(=C1)N1CCN(CC1)C(=O)OCC1=CC=CC=C1)N=C(C2C2=CC=CC=C2)C Benzyl 4-(5-(3-(2-((tert-butoxycarbonyl)amino)ethyl)phenyl)-2-methyl-3-phenyl-pyrazolo[1,5-a]pyrimidin-7-yl)piperazine-1-carboxylate